2-(3-fluorophenyl)-N-(1-hydroxy-3-methylbut-2-yl)-6-(4-methylphenyl)-3-oxo-2,3-dihydropyridazin-4-carboxamide FC=1C=C(C=CC1)N1N=C(C=C(C1=O)C(=O)NC(CO)C(C)C)C1=CC=C(C=C1)C